9-chloro-8-hydroxy-3,4-dihydrobenzo[b]oxepin-5(2H)-one ClC1=C(C=CC2=C1OCCCC2=O)O